FC=1C=C2C(=CC=NC2=CC1)C1(CC2(C1)CCC1(OCCO1)CC2)O 2-(6-fluoroquinolin-4-yl)-8,11-dioxadispiro[3.2.47.24]tridecan-2-ol